2-(3-((2,6-bis(hydroxymethyl)pyridin-3-yl)oxy)propyl)isoindoline-1,3-dione OCC1=NC(=CC=C1OCCCN1C(C2=CC=CC=C2C1=O)=O)CO